2-(2,4-difluorophenyl)-1-(4-(5-(5-methoxy-1H-indol-1-yl)pentyl)piperazin-1-yl)-3-(1H-1,2,4-triazol-1-yl)propan-2-ol FC1=C(C=CC(=C1)F)C(CN1CCN(CC1)CCCCCN1C=CC2=CC(=CC=C12)OC)(CN1N=CN=C1)O